C(CCC)OCC(COCCCC)O 1,3-dibutoxy-2-propanol